(R)-5-benzyl-N-(4,4-difluoro-1-methyl-2-oxo-2,3,4,5-tetrahydro-1H-benzo[b]azepin-3-yl)-4H-1,2,4-triazole-3-carboxamide C(C1=CC=CC=C1)C=1NC(=NN1)C(=O)N[C@H]1C(CC2=C(N(C1=O)C)C=CC=C2)(F)F